(2R)-2-{[tert-Butyl(dimethyl)silyl]oxy}-2-cyclopropylmethanamine [Si](C)(C)(C(C)(C)C)OC1(CC1)CN